1-Benzyl-N-[(6S)-4-methyl-2-(morpholinomethyl)-5-oxo-7,8-dihydro-6H-pyrazolo[1,5-a][1,3]diazepin-6-yl]-1,2,4-triazol-3-carboxamid C(C1=CC=CC=C1)N1N=C(N=C1)C(=O)N[C@@H]1C(N(C=2N(CC1)N=C(C2)CN2CCOCC2)C)=O